5-methyl-3-((5-(3-(4-methyl-1,4-diazepane-1-carbonyl)phenyl)furan-2-yl)methylene)indolin-2-one CC=1C=C2C(C(NC2=CC1)=O)=CC=1OC(=CC1)C1=CC(=CC=C1)C(=O)N1CCN(CCC1)C